BrC=1C=C(C=CC1)C1(CC(C1)C)C(=O)N/N=C/N(C)C (E)-N'-(1-(3-bromophenyl)-3-methylcyclobutane-1-carbonyl)-N,N-dimethylformohydrazonamide